tert-butyl (R)-3-(2-(acetylthio)acetamido)-pyrrolidine-1-carboxylate C(C)(=O)SCC(=O)N[C@H]1CN(CC1)C(=O)OC(C)(C)C